1,5-dimethyl-4-(3-nitrophenyl)-1H-1,2,3-triazole CN1N=NC(=C1C)C1=CC(=CC=C1)[N+](=O)[O-]